trans-tert-Butyl N-[1-benzyl-4-(methoxymethyl)pyrrolidin-3-yl]-N-methylcarbamate C(C1=CC=CC=C1)N1C[C@H]([C@@H](C1)COC)N(C(OC(C)(C)C)=O)C